CN(C(OC(C)(C)C)=O)C1CC2=C(SC=C2)CCC1 tert-butyl N-methyl-N-(5,6,7,8-tetrahydro-4H-cyclohepta[b]thiophen-5-yl)carbamate